C(C)(=O)NCC(=O)NC=1C=C(C=CC1Cl)NC(=O)[C@@H]1C([C@H]1C1=CC(=CC(=C1)Cl)Cl)(Cl)Cl |r| trans-rac-N-(3-(2-Acetamidoacetamido)-4-chlorophenyl)-2,2-dichloro-3-(3,5-dichlorophenyl)cyclopropane-1-carboxamide